(3-Chloro-4-fluorophenyl)(4-iodo-1H-imidazol-2-yl)methanone ClC=1C=C(C=CC1F)C(=O)C=1NC=C(N1)I